(S)-2-((tert-butoxycarbonyl)(methyl)amino)butyric acid C(C)(C)(C)OC(=O)N([C@H](C(=O)O)CC)C